N1(CCCCCC1)C1=CC=C2C(=N1)N(N=C2C(=O)O)C 6-(Azepan-1-yl)-1-methyl-1H-pyrazolo[3,4-b]pyridine-3-carboxylic acid